(S)-7-(3-(azidomethyl)-1-pyrrolidinyl)-1-cyclopropyl-6-fluoro-1,4-dihydro-4-oxo-1,8-naphthyridine-3-carboxylic acid N(=[N+]=[N-])C[C@@H]1CN(CC1)C1=C(C=C2C(C(=CN(C2=N1)C1CC1)C(=O)O)=O)F